C(C)OC(=O)C1=NN(C=C1C)C(F)F 1-(difluoromethyl)-4-methyl-1H-pyrazole-3-carboxylic acid ethyl ester